(2R,4R)-2-(2-(chloromethyl)allyl)-4-hydroxy-pyrrolidine-1,2-dicarboxylic acid 1-(tert-butyl) 2-methyl ester COC(=O)[C@@]1(N(C[C@@H](C1)O)C(=O)OC(C)(C)C)CC(=C)CCl